BrC=1C=C2CN(C(C2=CC1)=O)CC=C(F)F 5-bromo-2-(3,3-difluoroallyl)isoindolin-1-one